C(C)C=1C(NC2=CC3=C(C=C2N1)OCC[C@H]1N(C3)CCN(C1)C=1C=CC(=NC1)C(=O)OC)=O methyl (R)-5-(10-ethyl-11-oxo-1,2,4,4a,5,6,11,14-octahydro-3H,12H-pyrazino[1',2':5,6][1,5]oxazocino[2,3-g]quinoxalin-3-yl)picolinate